methyl 4-(trifluoromethyl)pyrazolo[1,5-a]pyridine-3-carboxylate FC(C=1C=2N(C=CC1)N=CC2C(=O)OC)(F)F